sodium Propanesulfonate C(CC)S(=O)(=O)[O-].[Na+]